C(#N)C1=CNC2=NC=C(C=C21)C=2C=C(C=C(C2)C(C)C)S(=O)(=O)N 3-(3-cyano-1H-pyrrolo[2,3-b]pyridin-5-yl)-5-isopropylbenzenesulfonamide